(2R,3R)-N-(4-{[7-{[3-(Diethylamino)propyl]oxy}-6-(methyloxy)chinolin-4-yl]oxy}-3-fluorophenyl)-N'-(4-fluorophenyl)-2,3-dimethylcyclopropan-1,1-dicarboxamid C(C)N(CCCOC1=C(C=C2C(=CC=NC2=C1)OC1=C(C=C(C=C1)NC(=O)C1([C@@H]([C@H]1C)C)C(=O)NC1=CC=C(C=C1)F)F)OC)CC